1-benzyl-N,4-dimethylpiperidin-3-amine CC1CCN(CC1NC)CC2=CC=CC=C2